[N+](=O)([O-])[O-].C[P+](CCCCCCCC)(CCCCCCCC)CCCCCCCC methyltri-n-octylphosphonium nitrate